The molecule is a member of the class of triazoles that is 1H-triazole that is substituted at positions 1, 3 and 5 by isopropyl, carboxymethyl and p-chlorophenyl groups, respectively. It has been found to produced bleaching of new growth on a variety of dicotyledonous weeds and is a potent inhibitor of Arabidopsis (Arabidopsis thaliana) seedling growth. It has a role as a plant growth retardant and a herbicide. It is an organochlorine compound, a member of triazoles and a monocarboxylic acid. CC(C)N1C(=NC(=N1)CC(=O)O)C2=CC=C(C=C2)Cl